1-(2-(dimethylamino)ethyl)-3-(4-methylquinazolin-2-yl)guanidine CN(CCNC(=N)NC1=NC2=CC=CC=C2C(=N1)C)C